ON1CC(SCC1)(C)C N-HYDROXY-2,2-DIMETHYLTHIOMORPHOLINE